1,3,5-benzenetriyltrimethanamine trihydrochloride Cl.Cl.Cl.C1(=CC(=CC(=C1)CN)CN)CN